N-(3-(3-(1-cyanocyclopropyl)-2-methoxyphenyl)-1-methyl-1H-pyrazolo[3,4-c]pyridin-5-yl)cyclopropanecarboxamide C(#N)C1(CC1)C=1C(=C(C=CC1)C1=NN(C2=CN=C(C=C21)NC(=O)C2CC2)C)OC